ClCC=1C2=CC(=CC=C2N=C2C3=CC=4[C@@](C(OCC4C(N3CC12)=O)=O)(O)CC)OC (19S)-10-(chloromethyl)-19-ethyl-19-hydroxy-7-methoxy-17-oxa-3,13-diazapentacyclo[11.8.0.02,11.04,9.015,20]henicosa-1(21),2,4,6,8,10,15(20)-heptaene-14,18-dione